Cl.FC=1C=C(C=CC1)N1C(C(CCC1)NC)=O 1-(3-fluorophenyl)-3-(methylamino)piperidin-2-one hydrochloride